tert-butyl (3-fluoropropyl)(2-((5-methoxy-4-((1R,3R)-3-methyl-2-(2,2,2-trifluoroethyl)-2,3,4,9-tetrahydro-1H-pyrido[3,4-b]indol-1-yl)pyridin-2-yl)oxy)ethyl)carbamate FCCCN(C(OC(C)(C)C)=O)CCOC1=NC=C(C(=C1)[C@H]1N([C@@H](CC2=C1NC1=CC=CC=C21)C)CC(F)(F)F)OC